2-fluoro-1-[6-(1H-indazol-3-yl)-2,3-dihydroindol-1-yl]prop-2-en-1-one FC(C(=O)N1CCC2=CC=C(C=C12)C1=NNC2=CC=CC=C12)=C